CC1=C(C=CC=C1C)C(C)C1=CN=CN1C(=O)NCCOC(C(=C)C)=O 2-({5-[1-(2,3-Dimethylphenyl)ethyl]-1H-imidazol-1-carbonyl}amino)ethyl-2-methylprop-2-enoat